F[C@H]1CN(CC[C@@H]1NC1=CC(=CN2C(=CN=C12)CC(F)(F)F)C#CCNC=1C(OC)=CC=C(C1)S(=O)(=O)C)C 7-[(3S,4S)-3-fluoro-1-methyl-4-piperidylamino]-5-[3-(4-mesyl-2-anisidino)-1-propynyl]-3-(2,2,2-trifluoroethyl)-1,3a-diazaindene